C(CCCCC)SC1=NNC(S1)=S 5-hexylthio-1,3,4-thiadiazole-2-thione